(R)-3-amino-1-(1-((6-amino-9H-purin-9-yl)methyl)-6-bromonaphthalen-2-yl)-N-cyclopropylpyrrolidine-3-carboxamide N[C@]1(CN(CC1)C1=C(C2=CC=C(C=C2C=C1)Br)CN1C2=NC=NC(=C2N=C1)N)C(=O)NC1CC1